FC1=C(C=CC(=C1C)OC1=CC2=C(N(N=N2)C)C=C1)NC=1C2=C(N=CN1)C=CC(=N2)N2CC([C@H](CC2)NC(C=C)=O)(C)C (S)-N-(1-(4-((2-fluoro-3-methyl-4-((1-methyl-1H-benzo[d][1,2,3]triazol-5-yl)oxy)phenyl)amino)pyrido[3,2-d]pyrimidin-6-yl)-3,3-dimethylpiperidin-4-yl)acrylamide